C(CCCCCCCCCCC)N([C@@H](CCCCN)C(=O)O)CCCCCCCCCCCC N,N-dilauryl-lysine